2-((2-methoxy-4-(2-oxopyrrolidin-1-yl)phenyl)amino)-4-((tetrahydro-2H-pyran-4-yl)amino)-7H-pyrrolo[2,3-d]pyrimidine-5-carbonitrile COC1=C(C=CC(=C1)N1C(CCC1)=O)NC=1N=C(C2=C(N1)NC=C2C#N)NC2CCOCC2